1-(3-(6-(3-((3-(trifluoromethyl)phenyl)amino)phenyl)quinazolin-8-yl)piperidin-1-yl)prop-2-en-1-one FC(C=1C=C(C=CC1)NC=1C=C(C=CC1)C=1C=C2C=NC=NC2=C(C1)C1CN(CCC1)C(C=C)=O)(F)F